C(CCCCCCCCCCCCCCCC)(=O)C(C(C(O)C(CCCCCCCCCCCCCCCC)=O)O)O dimargaroyl-glycerol